C(C)(C)(C)OC(=O)N[C@@H]1CC[C@H](CC1)[C@@]1(OC2=C(O1)C(=CC(=C2C)C(=O)OC)Cl)C |&1:14| methyl (2RS)-2-[trans-4-(tert-butoxycarbonylamino) cyclohexyl]-7-chloro-2,4-dimethyl-1,3-benzodioxole-5-carboxylate